C(C1=CC=CC=C1)N([C@@H](C(=O)OC)C)CC1=CC=CC=C1 (R)-Methyl 2-(dibenzylamino)propanoate